N-(1-cyclopropyl-6-fluoro-2-(4-fluorophenyl)-5-benzimidazolyl)-5-(3,4,5-trimethoxyphenyl)-1,3,4-thiadiazol-2-amine C1(CC1)N1C(=NC2=C1C=C(C(=C2)NC=2SC(=NN2)C2=CC(=C(C(=C2)OC)OC)OC)F)C2=CC=C(C=C2)F